1-((7-(1-(5-(tert-butylsulfonyl)-2-fluoro-5-azaspiro[3.4]octan-7-yl)-6-chloro-1,2,3,4-tetrahydroquinolin-8-yl)thieno[3,2-b]pyridin-2-yl)methyl)pyrrolidine-2,5-dione C(C)(C)(C)S(=O)(=O)N1C2(CC(C2)F)CC(C1)N1CCCC2=CC(=CC(=C12)C1=C2C(=NC=C1)C=C(S2)CN2C(CCC2=O)=O)Cl